C(C)(C)(C)C1=CC=C(C=C1)C1CC2(CN(C2)C(=O)C2CC(C2)(C)O)C1 (6-(4-(tert-Butyl)phenyl)-2-azaspiro[3.3]heptan-2-yl)((1s,3s)-3-hydroxy-3-methylcyclobutyl)methanon